4-methyl-5-{[3-(propan-2-yl)phenoxy[methyl]-4H-1,2,4-triazol-3-yl]cyclohexyl}-1H-1,2,3-triazole CC=1N=NNC1C1(CCCCC1)C1=NN=C(N1C)OC1=CC(=CC=C1)C(C)C